N-Methyl-1H-indole-5-sulfonamide CNS(=O)(=O)C=1C=C2C=CNC2=CC1